N-(3-(6-Ethoxypyridin-3-yl)-1-methyl-1H-indol-6-yl)-4-methyl-3-((4-phenylpyridin-2-yl)amino)benzamide C(C)OC1=CC=C(C=N1)C1=CN(C2=CC(=CC=C12)NC(C1=CC(=C(C=C1)C)NC1=NC=CC(=C1)C1=CC=CC=C1)=O)C